O=C1N(CCC(N1)=O)C1=NN(C2=CC(=CC=C12)N1CCN(CC1)CC(=O)O)C 2-[4-[3-(2,4-dioxohexahydropyrimidin-1-yl)-1-methyl-indazol-6-yl]piperazin-1-yl]acetic acid